tris(1,4-di-tert-butylphenyl)phosphorous acid C(C)(C)(C)C1(CC=C(C=C1)C(C)(C)C)OP(OC1(CC=C(C=C1)C(C)(C)C)C(C)(C)C)OC1(CC=C(C=C1)C(C)(C)C)C(C)(C)C